(2-phenylquinoline-6-yl)tert-butyl-carbamic acid C1(=CC=CC=C1)C1=NC2=CC=C(C=C2C=C1)N(C(O)=O)C(C)(C)C